The molecule is an organooxygen compound and an organonitrogen compound. It has a role as an anticoronaviral agent. It derives from an alpha-amino acid. COC1=CC=C(C=C1)N(C(=O)CN2C3=CC=CC=C3N=N2)C4(CCCCC4)C(=O)NC5CCCC5